(S)-N'-(4-fluoro-2,6-diisopropylphenylcarbamoyl)-4-(methylsulfonyl)benzenesulfonimidamide FC1=CC(=C(C(=C1)C(C)C)NC(=O)N=[S@@](=O)(N)C1=CC=C(C=C1)S(=O)(=O)C)C(C)C